6-bromo-2-methyl-1,2,3,4-tetrahydroacridine-9-carboxylic acid BrC=1C=C2N=C3CCC(CC3=C(C2=CC1)C(=O)O)C